(R)-3,3-difluoro-4-methylpentan-2-ol FC([C@@H](C)O)(C(C)C)F